ClC=1C=C(NC2=NC=NC3=CC=C(C=C23)C2CN(CCC2)C(=O)OC(C)(C)C)C=CC1OCC1=NC=CN=C1 tert-butyl 3-[4-[3-chloro-4-(pyrazin-2-ylmethoxy)anilino]quinazolin-6-yl]piperidine-1-carboxylate